methyl 4-(4-(ethylamino)-1-((5-methoxy-7-methyl-1H-indol-4-yl)methyl)piperidin-2-yl)benzoate C(C)NC1CC(N(CC1)CC1=C2C=CNC2=C(C=C1OC)C)C1=CC=C(C(=O)OC)C=C1